(2S)-2-(methylaminomethyl)morpholine-4-carboxylic acid benzyl ester C(C1=CC=CC=C1)OC(=O)N1C[C@@H](OCC1)CNC